(S)-2-((S)-4,4-difluoro-3-(6-oxo-5-(((2,2,2-trifluoroethyl)amino)meth-yl)-1,6-dihydropyridin-3-yl)piperidin-1-yl)-N-(5-(2,4-difluorophenoxy)pyridin-2-yl)propanamide FC1([C@H](CN(CC1)[C@H](C(=O)NC1=NC=C(C=C1)OC1=C(C=C(C=C1)F)F)C)C1=CNC(C(=C1)CNCC(F)(F)F)=O)F